COC1=C(C=CC=C1)C(C)=O 1-(2-methoxyphenyl)ethanone